1H-pyrrole-3-carbonitrile N1C=C(C=C1)C#N